S1NCCCCCC1 thiazocan